FC1=C(C(=O)NC2=C(C=CC(=C2)F)O)C=C(C=C1)C(F)(F)F 2-Fluoro-N-(5-fluoro-2-hydroxyphenyl)-5-(trifluoromethyl)benzamide